ClC=1C(=C(C=CC1Cl)NC1=NC=NC2=CC=C(C=C12)C1(CN(CC1)C(=O)OC(C)(C)C)C)F tert-butyl 3-(4-((3,4-dichloro-2-fluorophenyl)amino)quinazolin-6-yl)-3-methylpyrrolidine-1-carboxylate